C(\C=C\C(=O)O)(=O)O.C1(NC(C2=CC=CC=C12)=O)=O isoindoline-1,3-dione fumarate